(2-bromo-5-(trifluoromethoxy)phenyl)hydrazine BrC1=C(C=C(C=C1)OC(F)(F)F)NN